4-cyano-4-thiobenzoyl-thiovaleric acid 3-azidopropionate N(=[N+]=[N-])CCC(=O)O.C(#N)C(CCC(=S)O)(C)C(C1=CC=CC=C1)=S